(4-isobutoxyphenyl)pyrazine C(C(C)C)OC1=CC=C(C=C1)C1=NC=CN=C1